2-(4-fluorophenyl)-6-(((1R,5S,6s)-3-(1-methyl-3-(thiazol-4-yl)-1H-pyrazole-5-carbonyl)-3-azabicyclo[3.1.0]hexan-6-yl)oxy)isonicotinamide FC1=CC=C(C=C1)C=1C=C(C(=O)N)C=C(N1)OC1[C@@H]2CN(C[C@H]12)C(=O)C1=CC(=NN1C)C=1N=CSC1